magnesium diperiodate I(=O)(=O)(=O)[O-].I(=O)(=O)(=O)[O-].[Mg+2]